4-(6-(2-oxopiperidin-1-yl)hexyl)-6-(trifluoromethyl)-2H-benzo[b][1,4]thiazin-3(4H)-one O=C1N(CCCC1)CCCCCCN1C2=C(SCC1=O)C=CC(=C2)C(F)(F)F